rac-5-(piperidin-1-ylmethyl)-3-(5,6,7,8-tetrahydroimidazo[1,2-a]pyridin-7-yl)-5,6-dihydro-1,4,2-dioxazine N1(CCCCC1)CC1OC(=NOC1)C1CC=2N(CC1)C=CN2